bis(2,4-dichlorophenyl)iodonium hexafluorophosphate F[P-](F)(F)(F)(F)F.ClC1=C(C=CC(=C1)Cl)[I+]C1=C(C=C(C=C1)Cl)Cl